2-(7-((2S,5R)-2,5-diethyl-4-(1-(5-fluoropyridin-2-yl)ethyl)piperazin-1-yl)-4-methyl-5-oxo-4,5-dihydro-2H-pyrazolo[4,3-b]pyridin-2-yl)acetonitrile C(C)[C@@H]1N(C[C@H](N(C1)C(C)C1=NC=C(C=C1)F)CC)C=1C=2C(N(C(C1)=O)C)=CN(N2)CC#N